((2R,3S,5R)-5-(4-amino-2-chloro-7H-pyrrolo[2,3-d]pyrimidin-7-yl)-2-ethynyl-3-hydroxytetrahydrofuran-2-yl)methyl octanoate C(CCCCCCC)(=O)OC[C@]1(O[C@H](C[C@@H]1O)N1C=CC2=C1N=C(N=C2N)Cl)C#C